(S)-4'-(3-(1-((3-methylpyridin-2-yl)methyl)pyrrolidin-3-yl)-2-oxo-2,3-dihydro-1H-imidazo[4,5-b]pyridin-1-yl)-[1,1'-biphenyl]-4-carbonitrile CC=1C(=NC=CC1)CN1C[C@H](CC1)N1C(N(C=2C1=NC=CC2)C2=CC=C(C=C2)C2=CC=C(C=C2)C#N)=O